BrC1=NC(=CC(=C1)C(C)OC)S(=O)(=O)C 2-bromo-4-(1-methoxyethyl)-6-(methylsulfonyl)pyridine